O1COC2=C1C=CC(=C2)N2C(=C(C=C2C)C2=NC=1C(=NC=C(C1NC1=CC=C(C=C1)OCCOC)Br)N2)C 2-(1-(benzo[d][1,3]dioxole-5-yl)-2,5-dimethyl-1H-pyrrol-3-yl)-6-bromo-N-(4-(2-methoxyethoxy)phenyl)-3H-imidazo[4,5-b]pyridine-7-amine